O=C1NC(=NC2=CC=CC=C12)C(CC(=O)N1CCN(CC1)C1=CC=C(C=N1)C#N)C 6-[4-[3-(4-oxo-3H-quinazolin-2-yl)butyryl]piperazin-1-yl]pyridine-3-carbonitrile